(2R,4R)-4-(tert-butylsulfinylamino)-2-hydroxy-8-azaspiro[4.5]decane-8-carboxylic acid tert-butyl ester C(C)(C)(C)OC(=O)N1CCC2([C@@H](C[C@@H](C2)O)NS(=O)C(C)(C)C)CC1